(Z)-3-acetamido-4-(2,4,5-trifluorophenyl)-2-butenoic acid isopropyl ester C(C)(C)OC(\C=C(\CC1=C(C=C(C(=C1)F)F)F)/NC(C)=O)=O